O-(5,9,13,17-tetramethyloctadec-4-enoyl)pentaerythritol CC(=CCCC(=O)OCC(CO)(CO)CO)CCCC(CCCC(CCCC(C)C)C)C